C(C)(=O)NC1=NN=C(S1)CCCCC1=CC=C(N=N1)NC(CC1=NC=CC(=C1)OC1CCC1)=O N-(6-(4-(5-acetamido-1,3,4-thiadiazol-2-yl)butyl)pyridazin-3-yl)-2-(4-cyclobutoxy-pyridin-2-yl)-acetamide